2,5-dimethyl-6,7-dihydro-1,3,7,8b-tetraaza-as-indacen-8-one CC1=NN2C=3C(NCC3C(=CC2=N1)C)=O